N-(3-aminopropyl)caprolactam NCCCN1C(CCCCC1)=O